C(C)(=O)OCCCCCCCC\C=C/CCCC (Z)-9-tetradecene-1-ol acetate